6-(3-(1-(difluoromethyl)-1H-pyrazol-4-yl)-5H-pyrrolo[2,3-b]pyrazin-5-yl)-1-(3-fluorobenzyl)-2-methyl-1H-imidazo[4,5-b]pyridine FC(N1N=CC(=C1)C1=CN=C2C(=N1)N(C=C2)C=2C=C1C(=NC2)N=C(N1CC1=CC(=CC=C1)F)C)F